CC(CO)CCCCCCCCO 2-methyl-1,10-decanediol